C1N(CC12NCCC2)C=2C1=CN(N=C1C(=CC2)C(=O)NC=2C=C(C=1N(C2)C=C(N1)C)F)CC 4-{2,5-diazaspiro[3.4]octan-2-yl}-2-ethyl-N-{8-fluoro-2-methylimidazo[1,2-a]pyridin-6-yl}indazole-7-carboxamide